1-[4-(benzyloxymethyl)cyclohexyl]-3-(trifluoromethoxy)pyrazole-4-carboxylic acid C(C1=CC=CC=C1)OCC1CCC(CC1)N1N=C(C(=C1)C(=O)O)OC(F)(F)F